(6-(4-Acetylpiperazin-1-yl)thieno[3,2-c]pyridin-2-yl)-7-(1-(2-hydroxy-2-methylpropyl)-1H-pyrazol-4-yl)-1-isopropyl-3-methyl-3,6-dihydroimidazo[4,5-d]pyrrolo[2,3-b]pyridin-2(1H)-one C(C)(=O)N1CCN(CC1)C1=CC2=C(C=N1)C=C(S2)C2=C1C(=C3C(=N2)NC(=C3)C=3C=NN(C3)CC(C)(C)O)N(C(N1C)=O)C(C)C